ClC1=C(C=CC=C1Cl)N1[C@@H]2CN([C@H](C1)C2)CC=2C=C1CN(C(C1=CC2)=O)C2C(NC(CC2)=O)=O 3-(5-(((1S,4S)-5-(2,3-dichlorophenyl)-2,5-diazabicyclo[2.2.1]heptan-2-yl)methyl)-1-oxoisoindolin-2-yl)piperidine-2,6-dione